C1(CC1)[C@@H](C)N1N=CC=2C1=NC(=NC2)C(=O)NC2(CC2)C2=CC=C(C=C2)C2=CN=CN(C2=O)C(C)C (R)-1-(1-cyclopropylethyl)-N-(1-(4-(1-isopropyl-6-oxo-1,6-dihydropyrimidin-5-yl)phenyl)cyclopropyl)-1H-pyrazolo[3,4-d]pyrimidine-6-carboxamide